ISOBUTYL ANTHRANILATE C(C=1C(N)=CC=CC1)(=O)OCC(C)C